FC1=C(C=C(C=C1)NC(=O)[C@@H]1[C@@H]([C@H]2CC[C@@H]1C2)NC(=O)C2=C(C=CC=1N=C(SC12)N1C[C@@H]2[C@H](CC1)OCC2)OC)C(F)(F)F N-((1S,2R,3S,4R)-3-((4-fluoro-3-(trifluoromethyl)phenyl)carbamoyl)bicyclo[2.2.1]heptan-2-yl)-2-((3aR,7aS)-hexahydrofuro[3,2-c]pyridin-5(4H)-yl)-6-methoxybenzo[d]thiazole-7-carboxamide